ClC1=CC=C(C(=N1)C1=CC=C(C(=O)N(C)C)C=C1)NC(C)C=1C=2C3=C(N(C(C2C=C(C1)C)=O)C)N(N=C3)CC 4-(6-chloro-3-((1-(3-ethyl-4,7-dimethyl-5-oxo-4,5-dihydro-3H-pyrazolo[3,4-c]isoquinolin-9-yl)ethyl)amino)pyridin-2-yl)-N,N-dimethylbenzamide